CC1=C(C=CC=C1Cl)NC1=NC=C(C(=N1)NC1=CC=C2CCNCC2=C1)C=1C=NN(C1)CCO 2-(4-(2-(2-methyl-3-chlorophenyl-amino)-4-(1,2,3,4-tetrahydroisoquinolin-7-ylamino)pyrimidin-5-yl)-1H-pyrazol-1-yl)-ethan-1-ol